(S)-2'-chloro-N-(6-(3-(hydroxymethyl)pyrrolidin-1-yl)thiazolo[4,5-b]pyrazin-2-yl)-5'-methoxy-6-methyl-[4,4'-bipyridine]-3-carboxamide ClC1=NC=C(C(=C1)C1=C(C=NC(=C1)C)C(=O)NC=1SC=2C(=NC=C(N2)N2C[C@H](CC2)CO)N1)OC